N-((3R,4S)-4-((6-(2,6-dichloro-3,5-di-methoxyphenyl)-8-(((tetrahydrofuran-3-yl)methyl)amino)pyrido[3,4-d]pyrimidin-2-yl)amino)tetrahydrofuran-3-yl)acrylamide ClC1=C(C(=C(C=C1OC)OC)Cl)C1=CC2=C(N=C(N=C2)N[C@H]2[C@H](COC2)NC(C=C)=O)C(=N1)NCC1COCC1